(2S,5R)-N-(cyclopropylsulfonyl)-6-hydroxy-7-oxo-1,6-diazabicyclo[3.2.1]octane-2-carboximidamide C1(CC1)S(=O)(=O)NC(=N)[C@H]1N2C(N([C@H](CC1)C2)O)=O